[C@@H]1([C@H](O)[C@H](O)[C@@H](O)[C@@H](O1)C)O[C@H]1[C@@H](O[C@@H]([C@H]([C@@H]1O)O)CO)OC1=CC2=C(C(C=C(O2)C2=CC(=C(C=C2)OC)O)=O)C(=C1)O 7-[[2-O-(6-Deoxy-alpha-L-mannopyranosyl)-beta-D-glucopyranosyl]oxy]-5-hydroxy-2-(3-hydroxy-4-methoxyphenyl)-4H-1-benzopyran-4-one